β-Homomethionine N[C@@H](CCSC)CC(=O)O